NC1=C2N=CN(C2=NC=N1)C[C@@H](C)OCP(OCCCSCCCCCCCCCCC#C[Si](C)(C)CC(C)C)(O)=O 3-((12-(isobutyldimethylsilyl)dodec-11-yn-1-yl)thio)propyl hydrogen ((((R)-1-(6-amino-9H-purin-9-yl)propan-2-yl)oxy)methyl)phosphonate